(3S)-3-[(2S,5R)-5-isopropyl-3,6-dimethoxy-2,5-dihydropyrazin-2-yl]cyclohexanol C(C)(C)[C@H]1N=C([C@@H](N=C1OC)[C@@H]1CC(CCC1)O)OC